2-[(3-fluorophenoxy)methyl]-6,7-dihydro-thiazolo[5,4-c]pyridin-4(5H)-one FC=1C=C(OCC=2SC=3C(NCCC3N2)=O)C=CC1